FC1(C[C@H](CCC1)[C@H](NC(=O)C1=CC=NN1CC)C=1N=C2N(N=C(C=C2)CC2C(NC[C@@H](C2)C(F)(F)F)=O)C1)F N-((1S)-((S)-3,3-difluorocyclohexyl)(6-(((5R)-2-oxo-5-(trifluoromethyl)piperidin-3-yl)methyl)imidazo[1,2-b]pyridazin-2-yl)methyl)-1-ethyl-1H-pyrazole-5-carboxamide